(R)-3-(3-(1-amino-2,2-difluoro-2,3-dihydro-1H-inden-5-yl)-5-(1H-pyrazol-1-yl)-3H-imidazo[4,5-b]pyridin-2-yl)pyridin-2-amine N[C@H]1C(CC2=CC(=CC=C12)N1C(=NC=2C1=NC(=CC2)N2N=CC=C2)C=2C(=NC=CC2)N)(F)F